[(ethoxycarbonyl)cyanomethyleneamino]-N,N,N',N'-tetramethyluronium tetrafluoroborate F[B-](F)(F)F.C(C)OC(=O)C(C#N)=NOC(=[N+](C)C)N(C)C